2-methyl-N-(3-(4-(3-oxo-3,4-dihydro-2H-benzo[b][1,4]oxazin-7-yl)phenyl)propyl)thiazole-5-carboxamide CC=1SC(=CN1)C(=O)NCCCC1=CC=C(C=C1)C=1C=CC2=C(OCC(N2)=O)C1